N-[[4-[4-(trifluoromethoxy)phenyl]-6,7-dihydro-5H-cyclopenta[d]pyrimidin-2-yl]methyl]prop-2-enamide Methyl-1-(1-(((R)-tert-butylsulfinyl)amino)propyl)cyclopentane-1-carboxylate COC(=O)C1(CCCC1)C(CC)N[S@](=O)C(C)(C)C.FC(OC1=CC=C(C=C1)C=1C2=C(N=C(N1)CNC(C=C)=O)CCC2)(F)F